3-(4-(4-fluoro-3-methylphenyl)-7-hydroxy-3-isopropylisoquinolin-1-yl)bicyclo[1.1.1]pentane-1-carboxylic acid FC1=C(C=C(C=C1)C1=C(N=C(C2=CC(=CC=C12)O)C12CC(C1)(C2)C(=O)O)C(C)C)C